C1(=CC=CC=C1)C(=C(CCC1=CC=CC=C1)CC(=C)C)CC(=C)C 1,4-diphenyl-1,2-di(2-methylallyl)-1-butene